C(C)C1=CC=C(CC(C=O)(C)C)C=C1 p-ethyl-α,α-dimethylhydrocinnamaldehyde